OC1=C(C(=C(C(=O)OC2=C(C(=C(C(=O)OCOC)C(=C2C)CCC(F)(F)F)C)C)C(=C1)C)C)C methoxymethyl 4-((4-hydroxy-2,3,6-trimethylbenzoyl)oxy)-2,3,5-trimethyl-6-(3,3,3-trifluoropropyl)benzoate